ClC=1C=C(C=NC1OC)NC1=NC=NC2=CC=C(C=C12)C1(CNC1)C N-(5-Chloro-6-methoxypyridin-3-yl)-6-(3-methylazetidin-3-yl)quinazolin-4-amine